2-(4-nitrophenyl)-4-phenyl-2H-benzo[e][1,3]oxazin-3(4H)-ol [N+](=O)([O-])C1=CC=C(C=C1)C1OC2=C(C(N1O)C1=CC=CC=C1)C=CC=C2